methacryloyl-ethyl-phosphorylcholine C(C(=C)C)(=O)OC(C[N+](C)(C)C)=P(=O)CC